CC1=NC(=NC(=C1)C)N1C[C@@H]2[C@H](C1)CN(C2)C(=O)C=2C(=NN1C2C=CC=C1)C=1SC=CC1 ((3aR,6aS)-5-(4,6-dimethylpyrimidin-2-yl)hexahydropyrrolo[3,4-c]pyrrol-2(1H)-yl)(2-(thiophen-2-yl)pyrazolo[1,5-a]pyridin-3-yl)methanone